ClC1=C(C(=O)N2COC3=C(C2)C=CC=C3C3=CC(=C(C(=O)OC)C=C3F)N3C2COCC3CC2)C(=CC(=C1)C1=C2C(=NC=C1)N(N=N2)C)Cl Methyl 4-[3-[2,6-dichloro-4-(3-methyltriazolo[4,5-b]pyridin-7-yl)benzoyl]-2,4-dihydro-1,3-benzoxazin-8-yl]-5-fluoro-2-(3-oxa-8-azabicyclo[3.2.1]octan-8-yl)benzoate